BrCCSCC ethyl (2-bromoethyl) sulfide